ClC1=CC=C(C=C1)[C@@H]1N=C(N([C@@H]1C1=CC=C(C=C1)Cl)C(=O)N1CC(NCC1)=O)C1=C(C=C(C=C1)OC)OC(C)C 4-[(4s,5r)-4,5-bis-(4-chloro-phenyl)-2-(2-isopropoxy-4-methoxy-phenyl)-4,5-dihydro-imidazole-1-carbonyl]piperazin-2-one